6-(2-fluoro-4-(1-methyl-1H-pyrazol-3-yl)benzyl)-N-((1S,2S)-2-hydroxycyclopentyl)-5-oxo-5,6-dihydro-1,6-naphthyridine-8-carboxamide FC1=C(CN2C(C=3C=CC=NC3C(=C2)C(=O)N[C@@H]2[C@H](CCC2)O)=O)C=CC(=C1)C1=NN(C=C1)C